[N+](=O)([O-])C1=CC2=C(NC(=N2)C2=CC(=C(C(=C2)OC)OC)OC)C=C1 5-nitro-2-(3,4,5-trimethoxyphenyl)-1H-benzo[d]imidazole